(biphenyl-3-yl)-2,3-dihydroquinazolin-4(1H)-one C1(=CC(=CC=C1)N1CNC(C2=CC=CC=C12)=O)C1=CC=CC=C1